C1(CCC1)NC=1C(=CC(=C(C1)F)F)N N1-Cyclobutyl-4,5-difluorobenzene-1,2-diamine